(3-methyl-1,1-dioxo-1lambda6-thietan-3-yl)methyl N-{[2-(2,6-dioxopiperidin-3-yl)-3-oxo-2,3-dihydro-1H-isoindol-5-yl]methyl}carbamate O=C1NC(CCC1N1CC2=CC=C(C=C2C1=O)CNC(OCC1(CS(C1)(=O)=O)C)=O)=O